C(CCCCCCCCC)(N)(N)N decanetriamine